BrC=1C=CC2=C(C(=NCC=3N2C(=NN3)C)C3=C(C=CC=C3F)F)C1Cl 8-bromo-7-chloro-6-(2,6-difluorophenyl)-1-methyl-4H-[1,2,4]Triazolo[4,3-a][1,4]Benzodiazepine